ClC1=NC=CC(=N1)C1(COCC1)O 3-(2-chloropyrimidin-4-yl)tetrahydrofuran-3-ol